C1(=CC=CC=C1)C(C(=O)OCC(C)(C)C)CC(=O)OCC(C)(C)C di-neopentyl phenylsuccinate